FC=1C(=NC=C(C1)F)CNC(=O)C1=CN=C(S1)N1CCC(CC1)N1C[C@@H](CCCC1)C |r| Rac-N-[(3,5-difluoropyridin-2-yl)methyl]-2-[4-(3-methylazepan-1-yl)piperidin-1-yl]-1,3-thiazole-5-carboxamide